tridibenzylideneacetone dipalladium(0) [Pd].[Pd].C(C1=CC=CC=C1)=CC(=O)C=CC1=CC=CC=C1.C(C1=CC=CC=C1)=CC(=O)C=CC1=CC=CC=C1.C(C1=CC=CC=C1)=CC(=O)C=CC1=CC=CC=C1